cyclopropane azide [N-]=[N+]=[N-].C1CC1